F[C@@H]1CN(CC[C@@H]1NC1=NN2C(C(=N1)OC)=C(C=C2)C=2C=CC1=C(N(C(=N1)C)CC(F)(F)F)C2)C(C)=O 1-((3R,4S)-3-fluoro-4-((4-methoxy-5-(2-methyl-1-(2,2,2-trifluoroethyl)-1H-benzo[d]imidazol-6-yl)pyrrolo[2,1-f][1,2,4]triazin-2-yl)amino)piperidin-1-yl)ethan-1-one